C(C)OC=1C=C2C(=CNC2=CC1)CCNC(C)=O N-[2-(5-Ethoxy-1H-indol-3-yl)ethyl]acetamide